(3-amino-3-oxopropyl)-N-(2-methoxy-5-(4-(trifluoromethyl)phenoxy)phenyl)-5-oxopyrrolidine-2-carboxamide NC(CCN1C(CCC1=O)C(=O)NC1=C(C=CC(=C1)OC1=CC=C(C=C1)C(F)(F)F)OC)=O